(2,4-Difluorobenzoyl)-2-(5-fluoropyridin-2-yl)hydrazinecarboxamide Phenyl-(2,4-difluorobenzoyl)carbamate C1(=CC=CC=C1)N(C(O)=O)C(C1=C(C=C(C=C1)F)F)=O.FC1=C(C(=O)N(NC2=NC=C(C=C2)F)C(=O)N)C=CC(=C1)F